4-{4-chloro-6-[2-(difluoromethyl)-4-methoxy-1H-benzo[D]imidazol-1-yl]-1,3,5-triazin-2-yl}morpholine ClC1=NC(=NC(=N1)N1C(=NC2=C1C=CC=C2OC)C(F)F)N2CCOCC2